1-[5-[3-cyano-6-[1-(4-piperidyl)pyrazol-4-yl]pyrazolo[1,5-a]pyrazin-4-yl]-2-pyridyl]-4-ethyl-N-isopropyl-piperidine-4-carboxamide hydrochloric acid salt Cl.C(#N)C=1C=NN2C1C(=NC(=C2)C=2C=NN(C2)C2CCNCC2)C=2C=CC(=NC2)N2CCC(CC2)(C(=O)NC(C)C)CC